5-(1-bromoethyl)-1-pyrimidin-2-yl-1,2,4-triazole-3-carbonitrile BrC(C)C1=NC(=NN1C1=NC=CC=N1)C#N